FC1=CC(=C(C=C1)C1=CC(=NO1)C(=O)NCC(C)(C=1C=NN(C1)C)C1=NC(=CC=C1)OC)OC 5-(4-fluoro-2-methoxy-phenyl)-N-[2-(6-methoxy-2-pyridyl)-2-(1-methylpyrazol-4-yl)propyl]isoxazole-3-carboxamide